C(C)(C)(C)N(C(O)=O)[C@H](C(=C=O)N(C)OC)C(C)C.NC1=NNC2=C(C=C(C=C12)C1=CC(=NC=C1)NC(=O)C1CC1)Br N-(4-(3-amino-7-bromo-1H-indazol-5-yl)pyridin-2-yl)cyclopropanecarboxamide tert-butyl-(S)-(1-(methoxy(methyl)amino)-3-methyl-1-carbonylbutane-2-yl)carbamate